BrC1=C2C(=NC=C1)N=CN2C 7-bromo-1-methyl-1H-imidazo[4,5-b]pyridine